FC(C1=CC=C(C=C1)B(O)O)(F)F (4-trifluoromethyl-phenyl)-boronic acid